O=C1NC(CCC1N1C(N(C2=C1C=CC(=C2)C2CCN(CC2)C(=O)N)C)=O)=O 4-[1-(2,6-dioxo-3-piperidyl)-3-methyl-2-oxo-benzimidazol-5-yl]piperidine-1-carboxamide